methylene-bis(2-chloroaniline) C(NC1=C(C=CC=C1)Cl)NC1=C(C=CC=C1)Cl